N-(5-((9-(3,3-Dimethylbutyl)-2,9-diazaspiro[5.5]undecan-2-yl)sulfonyl)pyridin-2-yl)acetamide CC(CCN1CCC2(CCCN(C2)S(=O)(=O)C=2C=CC(=NC2)NC(C)=O)CC1)(C)C